(1S,2'S,6'S)-2'-methyl-6'-(1-methyl-1H-1,2,3-triazol-4-yl)spiro[isochroman-1,4'-piperidine]-6-carbonitrile C[C@@H]1N[C@@H](C[C@]2(C1)OCCC1=CC(=CC=C12)C#N)C=1N=NN(C1)C